tert-Butyl (5-(4,4,5,5-tetramethyl-1,3,2-dioxaborolan-2-yl)-7-(trifluoromethoxy)benzofuran-2-yl)methylcarbamate CC1(OB(OC1(C)C)C=1C=C(C2=C(C=C(O2)CNC(OC(C)(C)C)=O)C1)OC(F)(F)F)C